C(#N)C1=C(C=CC=C1)C(=O)N1CCOC2(C1)C=C(C(C(C2)(C)C)=O)C#N 4-(2-cyanobenzene-1-carbonyl)-10,10-dimethyl-9-oxo-1-oxa-4-azaspiro[5.5]undec-7-ene-8-carbonitrile